3-(2-chloro-4-methoxyphenoxy)-N-(3-aminosulfonylphenyl)quinoxaline-2-carboxamide ClC1=C(OC=2C(=NC3=CC=CC=C3N2)C(=O)NC2=CC(=CC=C2)S(=O)(=O)N)C=CC(=C1)OC